BrC1=C2C=CC=C(C2=C(C=C1)CO)O 5-bromo-8-hydroxymethyl-naphthalen-1-ol